(4-amino-3-methylimidazo[1,5-a]quinoxalin-8-yl)((4aS,9bS)-8-(trifluoromethyl)-3,4,4a,9b-tetrahydrobenzofuro[3,2-b]pyridin-1(2H)-yl)methanone NC=1C=2N(C3=CC(=CC=C3N1)C(=O)N1[C@@H]3[C@H](CCC1)OC1=C3C=C(C=C1)C(F)(F)F)C=NC2C